N-(4''-(((2,5-dioxopyrrolidin-3-yl)amino)methyl)-3''-fluoro-5''-methoxy-2,2'-dimethyl-[1,1':3',1''-terphenyl]-3-yl)-1,3-dimethyl-2,4-dioxo-1,2,3,4-tetrahydropyrimidine-5-carboxamide O=C1NC(CC1NCC1=C(C=C(C=C1OC)C=1C(=C(C=CC1)C1=C(C(=CC=C1)NC(=O)C=1C(N(C(N(C1)C)=O)C)=O)C)C)F)=O